3-fluoro-4-isopropoxy-2-(4-(pyridazin-3-ylmethyl)piperazin-1-yl)benzonitrile FC=1C(=C(C#N)C=CC1OC(C)C)N1CCN(CC1)CC=1N=NC=CC1